3-[2-[2-fluoro-3-[(3-oxo-2-piperidinyl)methyl]phenyl]phenoxy]propionic acid FC1=C(C=CC=C1CC1NCCCC1=O)C1=C(OCCC(=O)O)C=CC=C1